NC1=CC=C(C=N1)/C=C/C(=O)NCC=1OC2=C(C1)C=C(C=C2C(F)(F)F)C2=CC=C(C=C2)C(=O)N2CC(CC2)(C)F (E)-3-(6-aminopyridin-3-yl)-N-((5-(4-(3-fluoro-3-methylpyrrolidine-1-carbonyl)phenyl)-7-(trifluoromethyl)benzofuran-2-yl)methyl)acrylamide